C(CCCCCCC\C=C/C\C=C/CCCCC)(=O)OCC1=CC(=CC(=C1)COC(CCC(CCCCCCCC)OC(NCCN1CCCC1)=O)=O)COC(CCC(OCCCCCCCC)OCCCCCCCC)=O 3-(((4,4-bis(octyloxy)butanoyl)oxy)methyl)-5-(((4-(((2-(pyrrolidin-1-yl)ethyl)carbamoyl)oxy)dodecanoyl)oxy)methyl)benzyl (9Z,12Z)-octadeca-9,12-dienoate